C12C3CCCC(OCCCCCN4CCC[C@]5([C@H]4COC(CC1)CC2)NCCOC5)N3 (1's,3R,18'S,21's)-7',20'-dioxa-13',26'-diazaspiro[morpholine-3,17'-tetracyclo[19.2.2.12,6.013,18]hexacosane]